(3-(4-iodobicyclo[2.2.2]oct-1-yl)-1,2,4-oxadiazol-5-yl)benzoic acid methyl ester COC(C1=C(C=CC=C1)C1=NC(=NO1)C12CCC(CC1)(CC2)I)=O